2-((1-(2,7-dimethyl-4-oxo-4H-pyrido[1,2-a]pyrimidin-9-yl)ethyl)amino)benzoic acid CC=1N=C2N(C(C1)=O)C=C(C=C2C(C)NC2=C(C(=O)O)C=CC=C2)C